C(#N)C=1C=C(C=CC1)C=1N=C(SC1C1=CC(=NC(=C1)C)C)NC(=O)N1CCC(CC1)S(=O)(=O)C N-[4-(3-Cyanophenyl)-5-(2,6-dimethyl-4-pyridyl)thiazol-2-yl]-4-methylsulfonyl-piperidin-1-carboxamid